methyl (S)-(-)-2-iodopropionate I[C@H](C(=O)OC)C